COC=1C=C(C=CC1OC)C1=NOC(=N1)C1CCNCC1 3-(3,4-dimethoxyphenyl)-5-(4-piperidinyl)-1,2,4-oxadiazole